OC=1C=C(C=CC1C=O)C1=CC=C(C=C1)C=O 3-hydroxy-[1,1'-biphenyl]-4,4'-dicarboxaldehyde